ClC=1C=C(C2=C(C=C(O2)CN2C=NC3=C(C2=O)C=NC=C3)C1)C(=O)OC Methyl 5-chloro-2-((4-oxopyrido[4,3-d]pyrimidin-3(4H)-yl)methyl)benzofuran-7-carboxylate